1,3-Dioxolan-2-one O1C(OCC1)=O